5-(3-(difluoromethyl)imidazo[1,2-b]pyridazin-6-yl)-N-(2-fluoro-2-methylpropyl)-7H-pyrrolo[2,3-d]pyrimidin-2-amine FC(C1=CN=C2N1N=C(C=C2)C2=CNC=1N=C(N=CC12)NCC(C)(C)F)F